(benzyl-(1,3-dioxoisoindolin-2-yl)carbamoyl)-L-allo-isoleucine methyl ester COC([C@@H](NC(N(N1C(C2=CC=CC=C2C1=O)=O)CC1=CC=CC=C1)=O)[C@H](C)CC)=O